COCC(CC(=O)OCC)COC ethyl 4-methoxy-3-(methoxymethyl)butanoate